C12C(CCC=CCCC=CCC1)O2 1,2-epoxy-5,9-Cyclododecadiene